(S)-2-amino-2-(m-tolyl)ethanol hydrochloride Cl.N[C@H](CO)C=1C=C(C=CC1)C